3-(3-(1-(2-(5-((4-(ethylsulfonyl)-6-fluoro-1H-indol-5-yl)oxy)-2-fluorophenyl)-1H-imidazol-5-yl)-1-hydroxyethyl)phenyl)propanoic acid C(C)S(=O)(=O)C1=C2C=CNC2=CC(=C1OC=1C=CC(=C(C1)C=1NC(=CN1)C(C)(O)C=1C=C(C=CC1)CCC(=O)O)F)F